BrC1=CC=C(C=C1)C1=CC2=C(OC3=C2C=CC=C3)C=C1 2-(4-bromophenyl)-dibenzofuran